O-(4-oxo-4-{[(3R,5aS,6R,8aS,9R,10S,12R,12aR)-3,6,9-trimethyldecahydro-12H-3,12-epoxypyrano[4,3-j][1,2]benzodioxepin-10-yl]oxy}butanoyl)-L-serine O=C(CCC(=O)OC[C@H](N)C(=O)O)O[C@H]1[C@@H]([C@@H]2CC[C@H]([C@@H]3CC[C@]4(OO[C@]32[C@H](O1)O4)C)C)C